3-bromo-1-(3-chloro-2-pyridyl)-4-cyano-2-methyl-(methyl-carbamoyl)pyrazole-5-carboxanilide BrC1N(N(C(=C1C#N)C(=O)N(C1=CC=CC=C1)C(NC)=O)C1=NC=CC=C1Cl)C